5-chloro-2,3-dihydro-1H-indole ClC=1C=C2CCNC2=CC1